C(CCC)O Normal-Butyl alcohol